COCC(C)N1C(=CC2=C1N=C(N=C2)SC)C(=O)N 7-(1-methoxypropane-2-yl)-2-(methylthio)-7H-pyrrolo[2,3-d]Pyrimidine-6-carboxamide